BrC=1C=C(C=C(C1O)Br)C(C)(C)C1=CC(=C(C(=C1)Br)O)Br 2,2-Bis-(3,5-dibromo-4-hydroxyphenyl)-propan